N1C(C2(C3=NC=CC=C31)CNC2)=O spiro(azetidine-3,3'-pyrrolo[3,2-b]pyridin)-2'(1'h)-one